11-phenyl-2,4-undecadienoic acid C1(=CC=CC=C1)CCCCCCC=CC=CC(=O)O